(2H-benzotriazole-2-yl)-para-cresol N=1N(N=C2C1C=CC=C2)C2=CC(=CC=C2O)C